(3S)-3-[(2S)-2-amino-4-{[1-methyl-3-(trifluoromethyl)-1H-pyrazol-5-yl]oxy}-3-oxobutyl]pyrrolidin-2-one, hydrochloride salt Cl.N[C@@H](C[C@H]1C(NCC1)=O)C(COC1=CC(=NN1C)C(F)(F)F)=O